tert-butyl-3-((2R)-2-(3,4-bis((tert-butoxycarbonyl (methyl)amino)methyl) benzamido)-2-(2,9,9-trimethyl-3,5-dioxa-4-bora-tricyclo[6.1.1.02,6]dec-4-yl)ethyl)-2-methoxybenzoate C(C)(C)(C)OC(C1=C(C(=CC=C1)C[C@@H](B1OC2(C3C(C(CC2O1)C3)(C)C)C)NC(C3=CC(=C(C=C3)CN(C)C(=O)OC(C)(C)C)CN(C)C(=O)OC(C)(C)C)=O)OC)=O